C(C)(C)(C)OC(=O)N1CCC(CC1)OC1CCNCC1 4-(4-piperidyloxy)piperidine-1-carboxylic acid tert-butyl ester